5-(5-(4-ethoxy-3-(1-methyl-7-oxo-3-propyl-6,7-dihydro-1H-pyrazolo[4,3-d]pyrimidin-5-yl)phenyl)-8-oxo-6-thioxo-5,7-diazaspiro[3.4]octan-7-yl)-3-(trifluoromethyl)picolinonitrile C(C)OC1=C(C=C(C=C1)N1C2(CCC2)C(N(C1=S)C=1C=C(C(=NC1)C#N)C(F)(F)F)=O)C=1NC(C2=C(N1)C(=NN2C)CCC)=O